FC1=CC=C(C=C1)C1=NN2C(=NC=3C=CC=C(C3C2=N1)C(F)(F)F)NC=1C(N=CC=NC1)=O (6R)-6-{[2-(4-fluorophenyl)-10-(trifluoromethyl)[1,2,4]triazolo[1,5-c]quinazolin-5-yl]amino}-1,4-diazepin-5-one